C1(CC1)NC(C1=CC=C(C=C1)C1=NNC2=NC=C(C=C21)C=2C=CC1=C(CCC(CC1)(N1[C@@H](CCC1)C)C)C2)=O N-Cyclopropyl-4-(5-{7-methyl-7-[(2R)-2-methylpyrrolidin-1-yl]-6,7,8,9-tetrahydro-5H-benzo[7]annulen-2-yl}-1H-pyrazolo[3,4-b]pyridin-3-yl)benzamide